4-((5-bromopyridin-2-yl)methyl)-4-azaspiro[2.5]octan-5-one BrC=1C=CC(=NC1)CN1C2(CC2)CCCC1=O